1-(2-(8-(Cyclopropylmethyl)-1,4-dioxaspiro[4.5]decan-8-yl)ethyl)-3-methyl-1H-1,2,4-triazole C1(CC1)CC1(CCC2(OCCO2)CC1)CCN1N=C(N=C1)C